(4,4,5,5-tetramethyl-1,3,2-dioxaborolan-2-yl)-3,4-dihydro-2H-[1,3]oxazino[3,2-b]indazole CC1(OB(OC1(C)C)C1CCN2N=C3C=CC=CC3=C2O1)C